COC1=C(N)C=C(C=C1)N1C[C@H]2CC[C@@H](C1)N2C 2-methoxy-5-((1R,5S)-8-methyl-3,8-diazabicyclo[3.2.1]oct-3-yl)aniline